ClC(C(=O)OCCC(C)O)=C 3-hydroxybutyl α-chloroacrylate